ClC1=CC(=C(COC2=CC=CC(=N2)N2CC3=NN=CC3=C2)C=C1)F 5-(6-((4-chloro-2-fluorobenzyl)oxy)pyridin-2-yl)-5,6-dihydropyrrolo[3,4-c]pyrazol